S1C=NC2=C1C=CC(=C2)C=2C=C1C(=C(C=NC1=CC2)S(=O)(=O)N2CCOCC2)NC2=C(C(=O)O)C=CC=C2 2-[[6-(1,3-benzothiazol-5-yl)-3-morpholinosulfonyl-4-quinolyl]amino]benzoic acid